hydroxyl-hexanoate OC(C(=O)[O-])CCCC